C(C)(C)(C)OC(=O)N1C2CC(C1)(C2)C(=O)NN2C(=C(C=C2)C(F)(F)F)C(=O)O 1-(2-(tert-butoxycarbonyl)-2-azabicyclo[2.1.1]hexane-4-carboxamido)-3-(trifluoromethyl)-1H-pyrrole-2-carboxylic acid